5-amino-N-[[(2R,5S)-2-[3-(4-fluorophenoxy)phenyl]-3-oxo-1,4-thiazepan-5-yl]methyl]pyrimidine-2-carboxamide NC=1C=NC(=NC1)C(=O)NC[C@H]1NC([C@H](SCC1)C1=CC(=CC=C1)OC1=CC=C(C=C1)F)=O